7-(6-(((1r,2r,3s,5s)-2-fluoro-9-azabicyclo[3.3.1]non-3-yl)oxy)pyridazin-3-yl)quinoxalin-6-ol F[C@@H]1[C@H]2CCC[C@@H](C[C@@H]1OC1=CC=C(N=N1)C1=C(C=C3N=CC=NC3=C1)O)N2